CS(=O)(=O)O.NC1=C(C(=NN1)C1=CC=C(C=C1)OC1=CC=CC=C1)C(=O)N 5-amino-3-(4-phenoxyphenyl)-1H-pyrazole-4-carboxamide methanesulfonate